C(CCCCCC(C)C)OC(CCCCCC(C)C)=O Isononyliso-nonanoat